ClC1=CC=C(C=C1)C1=C(C=CC=C1)CN1CC2C(C1)CNC2 5-((4'-chloro-[1,1'-biphenyl]-2-yl)methyl)octahydropyrrolo[3,4-c]pyrrole